4-((4-methoxy-1,3-benzodiazol-1-yl)methyl)phenylboronic acid COC1=CC=CC=2N(C=NC21)CC2=CC=C(C=C2)B(O)O